Vinylboronic acid di-n-butyl ester C(CCC)OB(OCCCC)C=C